heptafluoro-2-pentanone FC(C(C(C(F)(F)F)=O)(F)F)(C)F